C[Si](OCCC)(C)C trimethyl-monon-propoxysilane